Cl.NCC1=NOC(C1)(C(=O)OCC)COCC ethyl 3-(aminomethyl)-5-(ethoxymethyl)-4,5-dihydroisoxazole-5-carboxylate hydrochloride